C(C1=CC=CC=C1)N1C(CO[C@@H]([C@@H]1C)CO[Si](C)(C)C(C)(C)C)=O |o1:11,12| rel-(5s,6s)-4-benzyl-6-{[(tert-butyldimethylsilyl)oxy]methyl}-5-methylmorpholin-3-one